C(C)[S@@](=O)(=N)C=1C=C(C=CC1C1=NC=2C(=NC=C(C2)C(F)(F)F)N1C)C1(CC1)C#N (S)-1-[3-(ethylsulfonimidoyl)-4-[3-methyl-6-(trifluoromethyl)imidazo[4,5-b]pyridin-2-yl]phenyl]cyclopropanecarbonitrile